CN(C1CNCC1)CCC1=CC=CC=C1 3-(methyl(phenethyl)amino)pyrrolidin